C(C1=CC=CC=C1)NC1=C2N=CN(C2=NC(=N1)CC)[C@@H]1O[C@H](CC1)CO (2R,3R,4S,5R)-2-(6-(benzylamino)-2-ethyl-9H-purin-9-yl)-5-(hydroxymethyl)-tetrahydrofuran